CC1=C(C=CC=C1C(F)(F)F)[C@@H](C)NC(=O)C1=CN(C(C=C1N[C@@H]1CC[C@@]12CN(CCC2)C)=O)C2CCOCC2 N-((R)-1-(2-methyl-3-(trifluoromethyl)phenyl)ethyl)-4-(((1R,4S)-6-methyl-6-azaspiro[3.5]non-1-yl)amino)-6-oxo-1-(tetrahydro-2H-pyran-4-yl)-1,6-dihydropyridine-3-carboxamide